C(CCC)N1C(N(CC1)CCCC)=O 1,3-dibutyl-2-imidazolidinone